2-methyl-4-iodophenol CC1=C(C=CC(=C1)I)O